BrC1=C(OCCN)C=C(C=C1)[N+](=O)[O-] 2-(2-bromo-5-nitro-phenoxy)ethanamine